BrC1=CC=CC=2[C@H]3[C@@H](NC12)CCN(C3)CCCC(=O)C3=CC=C(C=C3)F 4-((4aS,9bR)-6-bromo-1,3,4,4a,5,9b-hexahydro-2H-pyrido[4,3-b]indol-2-yl)-1-(4-fluorophenyl)butan-1-one